ClC=1C=CC2=C([C@H](N(C[C@H](O2)CC)CC2=CC=C(C=C2)OC)C)N1 |o1:6| (2R,5R*)-7-chloro-2-ethyl-4-(4-methoxyphenylmethyl)-5-methyl-2,3,4,5-tetrahydropyrido[2,3-f][1,4]oxazepine